p-tolylimidazole CC1=CC=C(C=C1)C2=NC=CN2